5-{3-fluoro-4-[4-(methylcarbamoyl)-1H-1,2,3-triazol-1-yl]butyl}-N-{[5-(trifluoromethyl)pyridin-3-yl]methyl}-1,3,4-thiadiazole-2-carboxamide FC(CCC1=NN=C(S1)C(=O)NCC=1C=NC=C(C1)C(F)(F)F)CN1N=NC(=C1)C(NC)=O